6-nitro-3'-oxo-2H-spiro[benzofuran-3,4'-piperidine]-1'-carboxylic acid tert-butyl ester C(C)(C)(C)OC(=O)N1CC(C2(CC1)COC1=C2C=CC(=C1)[N+](=O)[O-])=O